tert-butyl 4-(3-methyl-2,3-dihydro-1H-pyrrolo[2,3-b]pyridin-4-yl)piperazine-1-carboxylate CC1CNC2=NC=CC(=C21)N2CCN(CC2)C(=O)OC(C)(C)C